2,9-bis(4,6-diamino-1,3,5-triazin-2-yl)anthracene NC1=NC(=NC(=N1)N)C1=CC2=C(C3=CC=CC=C3C=C2C=C1)C1=NC(=NC(=N1)N)N